N6-[(2R)-2-amino-2-phenyl-ethyl]-N4-(4-fluorophenyl)-1-methyl-pyrazolo[3,4-d]pyrimidine-4,6-diamine N[C@@H](CNC1=NC(=C2C(=N1)N(N=C2)C)NC2=CC=C(C=C2)F)C2=CC=CC=C2